Sodium isethionate lead-platinum [Pt+2].[Pb+2].S(=O)(=O)([O-])CCO.[Na+].S(=O)(=O)([O-])CCO.S(=O)(=O)([O-])CCO.S(=O)(=O)([O-])CCO.S(=O)(=O)([O-])CCO